FC=1C=C(C(=NC1)C)N 5-Fluoro-2-methylpyridin-3-amine